C(N)(=N)C=1N=C(SC1)CNC(=O)[C@H]1N(CC2(OCCO2)C1)C(CN(C(OCC1=CC=CC=C1)=O)C[C@@H]([C@@H]([C@H]([C@H](C)OCC1=CC=CC=C1)OCC1=CC=CC=C1)OCC1=CC=CC=C1)OCC1=CC=CC=C1)=O benzyl (2-((S)-8-(((4-carbamimidoylthiazol-2-yl)methyl)carbamoyl)-1,4-dioxa-7-azaspiro[4.4]nonan-7-yl)-2-oxoethyl)((2S,3S,4S,5S)-2,3,4,5-tetrakis(benzyloxy)hexyl)carbamate